(S)-2-((3r,5S)-3,5-dimethylmorpholine-4-carboxamido)-9-(5,6,7,8-tetrahydro-1,8-naphthyridin-2-yl)nonanoic acid C[C@H]1N([C@H](COC1)C)C(=O)N[C@H](C(=O)O)CCCCCCCC1=NC=2NCCCC2C=C1